N-(5-(2-(Dimethylamino)ethoxy)-2-methylphenyl)-2-(naphthalen-1-yl)propanamide CN(CCOC=1C=CC(=C(C1)NC(C(C)C1=CC=CC2=CC=CC=C12)=O)C)C